NC1=C(C=C(C=N1)C=1C=NN(C1)C1CCN(CC1)C1CN(C1)C=1C=C2CN(C(C2=CC1)=O)C1C(NC(CC1)=O)=O)O[C@@H](C)C1=C(C=CC(=C1)F)N1N=CC=N1 3-(5-(3-(4-(4-(6-amino-5-((S)-1-(5-fluoro-2-(2H-1,2,3-triazol-2-yl)phenyl)ethoxy)pyridin-3-yl)-1H-pyrazol-1-yl)piperidin-1-yl)azetidin-1-yl)-1-oxoisoindolin-2-yl)piperidine-2,6-dione